tert-butyl N-[2-[2-chloro-6-cyano-4-[1-methyl-1-[4-[(2-methylsulfanylpyrimidin-4-yl)methoxy]phenyl]ethyl]phenoxy]ethyl]carbamate ClC1=C(OCCNC(OC(C)(C)C)=O)C(=CC(=C1)C(C)(C1=CC=C(C=C1)OCC1=NC(=NC=C1)SC)C)C#N